(R)-N-(3-(bis(4-methoxyphenyl)(phenyl)methoxy)-2-hydroxypropyl)-2,2,2-trifluoroacetamide COC1=CC=C(C=C1)C(OC[C@@H](CNC(C(F)(F)F)=O)O)(C1=CC=CC=C1)C1=CC=C(C=C1)OC